2,3-dihydro-1lambda6,5-Benzothiazepine-4-one [SH3]=1CCC(N=C2C1C=CC=C2)=O